CC1CCS(=O)(=O)OC=C1 3-methyl-4-pentene-1,5-sultone